BrC(C)C1=C(C=C(C=C1)Cl)Cl 1-(1-bromoethyl)-2,4-dichloro-benzene